(2R,5R)-5-methyl-2-(propane-2-yl)cyclohexanone C[C@@H]1CC[C@@H](C(C1)=O)C(C)C